5-bromo-1-(4-fluorophenyl)-6-(hydroxymethyl)-2-oxo-1,2-dihydropyridine-3-carboxylic acid ethyl ester C(C)OC(=O)C=1C(N(C(=C(C1)Br)CO)C1=CC=C(C=C1)F)=O